Ethyl 1-(2,4-Dichlorophenyl)-4-Ethyl-5-(((Trifluoromethyl)Sulfonyl)Oxy)-1H-Pyrazole-3-Carboxylate ClC1=C(C=CC(=C1)Cl)N1N=C(C(=C1OS(=O)(=O)C(F)(F)F)CC)C(=O)OCC